2-methyl-4-isopropenylphenol CC1=C(C=CC(=C1)C(=C)C)O